Biphenyl-4-carboxylic acid (2-{4-[methyl-(2-trifluoromethyl-phenyl)-amino]-piperidin-1-yl}-2-oxoethyl)-amide CN(C1CCN(CC1)C(CNC(=O)C1=CC=C(C=C1)C1=CC=CC=C1)=O)C1=C(C=CC=C1)C(F)(F)F